N1(CCC=CC1)C=1C2=C(N=C(N1)SC)C(=C(N=C2C)C2=CC(=CC1=CC=C(C(=C21)C#C[Si](C(C)C)(C(C)C)C(C)C)F)OCOC)F (3,6-dihydropyridin-1(2H)-yl)-8-fluoro-7-(7-fluoro-3-(methoxymethoxy)-8-[(triisopropylsilyl)ethynyl]naphthalen-1-yl)-5-methyl-2-(methylsulfanyl)pyrido[4,3-d]pyrimidine